C(C)(=O)N1[C@@H](CN(C[C@H]1COC)C(=O)OC(C)(C)C)C1=CC(=NC(=C1)B1OC(C(O1)(C)C)(C)C)Cl trans-tertbutyl 4-acetyl-3-(2-chloro-6-(4,4,5,5-tetramethyl-1,3,2-dioxaborolan-2-yl)pyridin-4-yl)-5-(methoxymethyl)piperazine-1-carboxylate